The molecule is an androstanoid that is 5alpha-androst-16-ene substituted by an oxo group at position 3. It is a steroid pheromone found in high concentrations in the saliva of male pigs,. It has a role as a pheromone and a mammalian metabolite. It is a 3-oxo steroid and an androstanoid. It derives from a hydride of a 5alpha-androst-16-ene. C[C@]12CC[C@H]3[C@H]([C@@H]1CC=C2)CC[C@@H]4[C@@]3(CCC(=O)C4)C